2-chloro-6-(diethoxymethyl)-7-(4-methoxybenzyl)-7H-Pyrrolo[2,3-d]pyrimidine ClC=1N=CC2=C(N1)N(C(=C2)C(OCC)OCC)CC2=CC=C(C=C2)OC